5-((3-((4'-chloro-5,5-dimethyl-3,4,5,6-tetrahydro-[1,1'-biphenyl]-2-yl)methyl)-3,8-diazabicyclo[3.2.1]octan-8-yl)methyl)-2-(2,4-dioxotetrahydropyrimidine-1(2H)-yl)isoindoline-1,3-dione ClC1=CC=C(C=C1)C1=C(CCC(C1)(C)C)CN1CC2CCC(C1)N2CC=2C=C1C(N(C(C1=CC2)=O)N2C(NC(CC2)=O)=O)=O